C(CCCCCCCCCCCCCCC)(=O)OCCCCCCCCCCC(C)C Isotridecyl palmitate